3-[4-(morpholin-4-yl)-1-(2,2,2-trifluoroethyl)-1H-indol-2-yl]prop-2-yn N1(CCOCC1)C1=C2C=C(N(C2=CC=C1)CC(F)(F)F)C#CC